(1S,3S)-3-aminocycloheptanol N[C@@H]1C[C@H](CCCC1)O